O[C@H]1C[C@@H](NC1)COC=1C=CC(=C(C(=O)NC2(CC2)C2=CC=CC3=CC=CC=C23)C1)C |r| rac-5-(((2R,4S)-4-Hydroxypyrrolidin-2-yl)methoxy)-2-methyl-N-(1-(naphthalen-1-yl)cyclopropyl)benzamide